cis-3,4-Octandiol CCC(C(CCCC)O)O